ClC=1C=NC(=NC1)CN1C(=NC2=C1C=C(C=C2)F)N2C[C@H]([C@@H](CC2)F)N (3R,4R)-1-(1-((5-chloropyrimidin-2-yl)methyl)-6-fluoro-1H-benzo[d]imidazol-2-yl)-4-fluoropiperidin-3-amine